ClC1=CC(=C(C=C1)C1(OC2=C(O1)C=CC=C2C2CCN(CC2)CC2=NC=1C(=NC(=CC1)C(=O)O)N2CC=2OC=CN2)C)F 2-({4-[2-(4-chloro-2-fluorophenyl)-2-methyl-1,3-benzodioxol-4-yl]piperidin-1-yl}methyl)-3-(1,3-oxazol-2-ylmethyl)-3H-imidazo[4,5-b]pyridine-5-carboxylic acid